FC=1C=CC(=C2CC[C@H](C12)OC1=CC=C(C=C1)C(CC(=O)O)C#CC)C=1C=NC(=CC1)O[C@H]1COCC1 3-(4-(((R)-7-fluoro-4-(6-(((R)-tetrahydrofuran-3-yl)oxy)pyridin-3-yl)-2,3-Dihydro-1H-inden-1-yl)oxy)phenyl)hex-4-ynoic acid